NC1CN(CCC(C1)C)C(=O)OC(C)(C)C tert-butyl 3-amino-5-methylazepane-1-carboxylate